1-(1-(3-fluoropyrido[3,2-e][1,2,4]triazolo[4,3-a]pyrimidin-5-yl)-1,2,3,4-tetrahydroquinolin-5-yl)-3-methylpent-1-yn-3-ol FC1=CC=2C(=NC=3N(C2N=C1)C=NN3)N3CCCC1=C(C=CC=C31)C#CC(CC)(O)C